C(C)OC1=CC2=CC[C@H]3[C@@H]4CCC([C@@]4(C)CC[C@@H]3[C@]2(CC1)C)=O 3-ethoxy-androstane-3,5-diene-17-one